C(#N)C[C@@H]1N(CCN(C1)C=1C2=C(N=C(N1)OC[C@H]1N(CCC1)C)CN(C2)CC2=C(C=CC(=C2)O)F)C(=O)OCC2=CC=CC=C2 benzyl (S)-2-(cyanomethyl)-4-(6-(2-fluoro-5-hydroxybenzyl)-2-(((S)-1-methylpyrrolidin-2-yl)methoxy)-6,7-dihydro-5H-pyrrolo[3,4-d]pyrimidin-4-yl)piperazine-1-carboxylate